[N+](=[N-])=CC(CC[C@@H](C(=O)OC(C)C)NC([C@@H]([C@@H](C)O)C)=O)=O isopropyl (S)-6-diazo-2-((2R,3R)-3-hydroxy-2-methylbutanamido)-5-oxohexanoate